16-hexadecyl-dithiol tert-butyl-6-(4-Fluoro-3-methoxy-phenyl)-3-methyl-3,4-dihydro-2H-pyridine-1-carboxylate C(C)(C)(C)C1N(C(=CCC1C)C1=CC(=C(C=C1)F)OC)C(=O)O.CCCCCCCCCCCCCCCCC1SSC=C1